O1C=C(C=C1)C=1C=CC=2N(N1)C(=CN2)C=2C=C(C=CC2)C(C)=O 1-[3-[6-(3-furyl)imidazo[1,2-b]pyridazin-3-yl]phenyl]ethanone